(14S)-2-chloroaniline ClC1=C(N)C=CC=C1